ClC=1C=C(C=NC1)C1=NC(=C2N=CN(C2=N1)[C@H]1[C@@H]([C@@H]([C@H](O1)C(=O)NC([2H])([2H])[2H])O)O)NCC1=NC(=CC=C1)C (2s,3s,4r,5r)-5-(2-(5-chloropyridin-3-yl)-6-((6-methylpyridin-2-yl)methylamino)-9H-purin-9-yl)-3,4-dihydroxy-N-(methyl-d3)-tetrahydrofuran-2-carboxamide